C1=CC2=NC3=C(C=CC=C3N[C@H]2C(=C1)C(=O)[O-])C(=O)[O-] The molecule is a dicarboxylic acid dianion obtained by deprotonation of the carboxy groups of (5aS)-5,5a-dihydrophenazine-1,6-dicarboxylic acid; major species at pH 7.3. It is a conjugate base of a (5aS)-5,5a-dihydrophenazine-1,6-dicarboxylic acid.